ClC=1N=C2N(C(C1)=O)C=C(C=C2C(=C)OCC)C 2-chloro-9-(1-ethoxyvinyl)-7-methyl-pyrido[1,2-a]pyrimidin-4-one